5-(1H-tetrazol-5-yl)-1H-indole-3-formaldehyde N1N=NN=C1C=1C=C2C(=CNC2=CC1)C=O